C(C)(C)C=1C(=NNC1C=1C=C(C=2N(C1)N=CN2)OC)C=2SC1=C(N2)CCC(C1)N(CC(=O)N(C)C)C 2-((2-(4-isopropyl-5-(8-methoxy-[1,2,4]triazolo[1,5-a]pyridin-6-yl)-1H-pyrazol-3-yl)-4,5,6,7-tetrahydrobenzo[d]thiazol-6-yl)(methyl)amino)-N,N-dimethylacetamide